C(C)(=O)NC1=CC=C(C=N1)C1N(CC(CC1)C)C(C(=O)NC=1C=C(C(=NC1)NC(OC(C)(C)C)=O)C)=O tert-Butyl N-[5-[[2-[2-(6-acetamido-3-pyridyl)-5-methyl-1-piperidyl]-2-oxo-acetyl]amino]-3-methyl-2-pyridyl]carbamate